C(C)(C)(C)OC(=O)N1C(C=CC1)C=1C(=NC=C(C1)F)OC 2-(5-fluoro-2-methoxypyridin-3-yl)-2,5-dihydro-1H-pyrrole-1-carboxylic acid tert-butyl ester